((3S,7aS)-3-(((5-(trifluoromethyl)pyridazin-3-yl)oxy)methyl)tetrahydro-1H-pyrrolizin-7a(5H)-yl)methanol FC(C=1C=C(N=NC1)OC[C@@H]1CC[C@@]2(CCCN12)CO)(F)F